FC=1C=C(C=C(C1C1=C(N=C2N1C=C(N=C2)C2=CC(=CC=C2)C(F)(F)F)C)F)O 3,5-difluoro-4-[2-methyl-6-[3-(trifluoromethyl)phenyl]imidazo[1,2-a]pyrazin-3-yl]phenol